N-methoxy-N-methylbicyclo[1.1.0]butane-1-carboxamide CON(C(=O)C12CC2C1)C